ClC1=C2C=C(NC2=CC(=C1)C(F)(F)F)C(=O)O 4-chloro-6-(trifluoromethyl)-1H-indole-2-carboxylic acid